[Na].CNC(CS(=O)(=O)O)C(CCCCCCC\C=C/CCCCCCCC)=O N-methyl-oleoyl-aminoethyl-sulfonic acid sodium